Cl.CN(C/C=C/C(=O)N1C[C@H](CC1)OC(=O)N1CCCCC1)C piperidine-1-carboxylic acid [(3S)-1-[(E)-4-(dimethylamino) but-2-enoyl] pyrrolidin-3-yl] ester hydrochloride